C(C)(=O)N[C@H]1[C@@H](C=C(C[C@@H]1N)C(=O)OCC)OC(CC)CC (3R,4R,5S)-4-acetylamino-5-amino-3-(1-ethylpropoxy)-1-cyclohexene-1-carboxylic acid, ethyl ester